1-(4-Methyl-4'-(2-(4-methylpiperazin-1-yl)ethyl)-[1,1'-biphenyl]-3-yl)-1-propylthiourea CC1=C(C=C(C=C1)C1=CC=C(C=C1)CCN1CCN(CC1)C)N(C(=S)N)CCC